2-(4-(1-((2-(2,6-dioxopiperidin-3-yl)-7-fluoro-1-oxoisoindoline-5-yl)methyl)piperidine-4-yl)phenyl)-2H-indazole-7-carboxamide O=C1NC(CCC1N1C(C2=C(C=C(C=C2C1)CN1CCC(CC1)C1=CC=C(C=C1)N1N=C2C(=CC=CC2=C1)C(=O)N)F)=O)=O